2,2,2-Trifluoro-1-(1H-imidazol-2-yl)ethan-1-on FC(C(=O)C=1NC=CN1)(F)F